S1C(=CC=C1)C1=NC=NO1 5-thiophen-2-yl-[1,2,4]oxadiazol